N[C@@H](CC(N)=O)CO asparaginol